C1(CC1)COC=1C=C(C=CC1OC(F)F)CCC(CC(=O)[O-])O 5-(3-(cyclopropylmethoxy)-4-(difluoromethoxy) phenyl)-3-hydroxyvalerate